N-(2-((1S,4S)-4-(2-hydroxypropan-2-yl)cyclohexyl)-6-morpholino-1-oxoisoindolin-5-yl)pyrazolo[1,5-a]pyrimidine-3-carboxamide OC(C)(C)C1CCC(CC1)N1C(C2=CC(=C(C=C2C1)NC(=O)C=1C=NN2C1N=CC=C2)N2CCOCC2)=O